ClC=1C=C2CN(C(C2=C(C1)I)=O)[C@@H](C(C)(C)O)C1CC1 |o1:12| (R or S)-5-chloro-2-(1-cyclopropyl-2-hydroxy-2-methylpropyl)-7-iodoisoindolin-1-one